C/C(/C=O)=C/C=O Methylmaleic hydride